C(C)(=O)C1=CC=C(C=C1)N=NC(C(=O)N)=C1NC(CC2=CC=CC=C12)(C)C 2-(4-Acetylphenylazo)-2-(3,3-dimethyl-3,4-dihydro-2H-isoquinolin-1-ylidene)-acetamide